C(#N)C1=CC=C(C=C1)NC(=O)NC(CC(=O)O)C=1C=NC2=CC=CC=C2C1 3-{[(4-cyanophenyl)carbamoyl]amino}-3-(quinolin-3-yl)propionic acid